C(C=C)OC(C(C)O)S(=O)(=O)[O-] 1-allyloxy-2-hydroxypropyl-sulfonate